C(CCCCC)SC(C=O)C hexylthiopropanal